C[C@H]1N[C@H](COC1)C (3R,5S)-3,5-Dimethylmorpholine